2-amino-4,6-dichloropyridine-3-carboxylic acid methyl ester COC(=O)C=1C(=NC(=CC1Cl)Cl)N